[(1S,3R)-3-(tert-butoxycarbonylamino)cyclohexyl]4-methylbenzenesulfonate C(C)(C)(C)OC(=O)N[C@H]1C[C@H](CCC1)OS(=O)(=O)C1=CC=C(C=C1)C